3-(6-chloropyrimidin-4-yl)-6-fluoro-5-(1-methylcyclopropoxy)-1H-indazole ClC1=CC(=NC=N1)C1=NNC2=CC(=C(C=C12)OC1(CC1)C)F